N-(Hex-5-en-1-yl)-8,8-dimethyl-1-oxa-9-azaspiro[5.5]undecane-9-carboxamide C(CCCC=C)NC(=O)N1C(CC2(CCCCO2)CC1)(C)C